Cl.Cl.FC1(C(CNCC1)C=1C=C(C(=NC1)O)C(C(F)(F)F)O)F 5-(4,4-difluoropiperidin-3-yl)-3-(2,2,2-trifluoro-1-hydroxyethyl)pyridin-2-ol dihydrochloride